CC1=CC=C(N=N1)NC(=O)[C@H]1CC12CCN(CC2)C(=O)OC(C(F)(F)F)C(F)(F)F 1,1,1,3,3,3-Hexafluoropropan-2-yl (S)-1-((6-methylpyridazin-3-yl)carbamoyl)-6-azaspiro[2.5]octan-6-carboxylat